3-(trifluoromethyl)benzene-1-carboximidamide hydrogen chloride Cl.FC(C=1C=C(C=CC1)C(N)=N)(F)F